4-[[(2S,3S,4S,5S)-3-(3,4-Difluoro-2-methoxy-phenyl)-4,5-dimethyl-5-(trifluoromethyl)tetrahydrofuran-2-carbonyl]amino]-3-fluoro-pyridin-2-carboxamid FC=1C(=C(C=CC1F)[C@H]1[C@H](O[C@@]([C@H]1C)(C(F)(F)F)C)C(=O)NC1=C(C(=NC=C1)C(=O)N)F)OC